O=C1NC(CCC1N1CC2=CC=CC(=C2C1=O)SCCCCN1CCC(CC1)C1=CC=C(C(=O)N2CCC(CC2)CCCCNC(\C=C\C=2C=NC=CC2)=O)C=C1)=O (E)-N-(4-(1-(4-(1-(4-((2-(2,6-dioxopiperidin-3-yl)-3-oxoisoindolin-4-yl)thio)butyl)piperidin-4-yl)benzoyl)piperidin-4-yl)butyl)-3-(pyridin-3-yl)acrylamide